N-(4-((4-(3-(1-amino-2-methylpropan-2-yl)phenyl)piperazin-1-yl)sulfonyl)phenyl)-2-(N-methylmethylsulfonamido)benzamide NCC(C)(C)C=1C=C(C=CC1)N1CCN(CC1)S(=O)(=O)C1=CC=C(C=C1)NC(C1=C(C=CC=C1)N(S(=O)(=O)C)C)=O